1-[(3,3-difluorocyclobutyl)methyl]-3-[[2-(difluoromethoxy)pyridin-4-yl]methyl]urea FC1(CC(C1)CNC(=O)NCC1=CC(=NC=C1)OC(F)F)F